FC1=CC=C(CN2C(=CC3=CC=CC=C23)C(=O)N2CCN(CC2)C2=NC=CC=N2)C=C1 (1-(4-fluorobenzyl)-1H-indol-2-yl)(4-(pyrimidin-2-yl)piperazin-1-yl)methanone